FC(N1N=C(C=C1)[S@](=O)(N)=NC(NC1=C2C(=NC3=C1CCC3)C(CC2)CC)=O)F (S)-1-(Difluoromethyl)-N'-((3-ethyl-1,2,3,5,6,7-hexahydrodicyclopenta[b,e]pyridin-8-yl)carbamoyl)-1H-pyrazole-3-sulfonimidamide